ClC=1C(=C(C(=C(C(=O)N2[C@H](CN(CC2)C(=O)OC(C)(C)C)CO)C1)F)F)I tert-Butyl (3R)-4-(5-chloro-2,3-difluoro-4-iodo-benzoyl)-3-(hydroxymethyl)piperazine-1-carboxylate